C1=CC=CC=2C3=CC=CC=C3N(C12)CCCCOP(O)(O)=O [4-(9H-carbazol-9-yl)butyl]phosphoric acid